FC(C=1C=C2C(=CC1)NC(C21CCN(CC1)CCOC1=CC=C(C=C1)C1(CC(C1)O)S(=O)(=O)C)=O)F 5-(difluoromethyl)-1'-{2-[4-(3-hydroxy-1-methanesulfonylcyclobutyl)phenoxy]ethyl}-1,2-dihydrospiro[indole-3,4'-piperidin]-2-one